CC1CN(CC1)C=1C=C(C=NC1)C=1N=NN(C1)CC=1N=C2N(C=C(C=C2)CN)C1 1-[2-[[4-[5-(3-methylpyrrolidin-1-yl)-3-pyridinyl]triazol-1-yl]methyl]imidazo[1,2-a]pyridin-6-yl]methylamine